(-)-3-chloro-2-hydroxypropyl-trimethylammonium chloride [Cl-].ClCC(C[N+](C)(C)C)O